[Si](C)(C)(C(C)(C)C)OC[C@@H](CO)NC(OC(C)(C)C)=O tert-butyl (R)-(1-((tert-butyldimethylsilyl)oxy)-3-hydroxypropan-2-yl)carbamate